2-(4-chloro-7-methoxyquinolin-6-yl)oxazole ((6-((1-Methylazetidine-3-carbonyl)oxy)undecane-1,11-diyl)bis(sulfanediyl))bis-(octane-1,2-diyl) bis(3-cyclohexylpropanoate) C1(CCCCC1)CCC(=O)OC(CSCCCCCC(CCCCCSCC(CCCCCC)OC(CCC1CCCCC1)=O)OC(=O)C1CN(C1)C)CCCCCC.ClC1=CC=NC2=CC(=C(C=C12)C=1OC=CN1)OC